BrC1=CC=2C=CC3=C(C4=C(N5C(O3)C(C(N5)=O)(C)C)C=CC=C4)C2C=C1 3-Bromo-8,8-dimethyl-7a,8-dihydrobenzo[d]naphtho[1,2-f]pyrazolo[5,1-b][1,3]oxazepin-9(10H)-one